CO[C@H]1CC(N(C1)C)C=1N=C2N(C=C(N=C2)NC(=O)C=2C=C3C=NN(C3=CC2)C)C1 N-{2-[(4S)-4-methoxy-1-methylpyrrolidin-2-yl]imidazo[1,2-a]pyrazin-6-yl}-1-methylindazole-5-carboxamide